COC1=C2CN(CCOC=3C=CC=C(NC=4N=CC=5C(=NC=C(C#CC(N=C1)=C2)C5C4)NC)N3)C 14-methoxy-N,11-dimethyl-8-oxa-2,11,16,22,26,30-hexaazapentacyclo[18.6.2.1^{3,7}.1^{13,17}.0^{24,28}]triaconta-1(27),3,5,7(30),13,15,17(29),20,22,24(28),25-undecaen-18-yn-23-amine